CC(=CCCOC1=C(C=O)C=CC=C1)C=CC ((4-methylhepta-3,5-dien-1-yl)oxy)benzaldehyde